P(O)(=O)(OP(=O)(O)OP(=O)(O)O)OC[C@@H]1[C@H](C[C@@H](O1)N1C=NC=2C(N)=NC=NC12)O deoxy adenosine-5'-triphosphate